C(#N)C1=CC=C(C=C1)C1=C2CN(CC2=CC(=C1)N(CC)CC)C#N 4-(4-cyanophenyl)-6-(diethylamino)isoindoline-2-carbonitrile